2-(2,6-Dimethylpyridin-4-yl)-3-isopropyl-5-((1-methylpiperidin-4-yl)methoxy)-1H-indol CC1=NC(=CC(=C1)C=1NC2=CC=C(C=C2C1C(C)C)OCC1CCN(CC1)C)C